2-(4-(6-((4-Cyano-2-fluorobenzyl)oxy)-4-(phenylethynyl)pyridin-2-yl)-2-fluorobenzyl)-1-(2-methoxyethyl)-1H-benzo[d]imidazole-6-carboxylic acid C(#N)C1=CC(=C(COC2=CC(=CC(=N2)C2=CC(=C(CC3=NC4=C(N3CCOC)C=C(C=C4)C(=O)O)C=C2)F)C#CC2=CC=CC=C2)C=C1)F